hexamethylenebis[3-(3,5-di-t-butyl-4-hydroxyphenyl)propanamide] C(C)(C)(C)C=1C=C(C=C(C1O)C(C)(C)C)CC(C(=O)N)CCCCCCC(C(=O)N)CC1=CC(=C(C(=C1)C(C)(C)C)O)C(C)(C)C